cyclopropyl (4-cyclobutyl-3-(3,3-difluorocyclobutyl)-1-methyl-1H-pyrazol-5-yl)carbamate C1(CCC1)C=1C(=NN(C1NC(OC1CC1)=O)C)C1CC(C1)(F)F